ONC1C2N(C(NC2=NC=N1)=O)C1=CC=C(C=C1)OC1=CC=CC=C1 6-(hydroxyamino)-7-(4-phenoxyphenyl)-5,6,7,9-tetrahydro-8H-purin-8-one